CN1C(N(C2=C1C=C(C=C2)C2=CC(=CC=C2)OCCN2CCNCC2)C2C(NC(CC2)=O)=O)=O 3-(3-methyl-2-oxo-5-{3-[2-(piperazin-1-yl)ethoxy]phenyl}-1,3-benzodiazol-1-yl)piperidine-2,6-dione